C1(=CC=CC=C1)C=1C(=C(C=2CC3=CC=CC=C3C2C1)C1=C(C2=C(OC3=C2C=CC=C3)C=C1)C1=C(C(=C(C=C1)C1=CC=CC=C1)C1=CC=CC=C1)C1=NN=NC=C1)C1=CC=CC=C1 (diphenylfluorenyl)[di(phenyl)triazinylphenyl]dibenzofuran